5,5-difluoro-3-methanesulfonyl-1-(2-methylpropoxy)-4H,5H,6H-cyclopenta[c]thiophen-4-one FC1(C(C=2C(=C(SC2S(=O)(=O)C)OCC(C)C)C1)=O)F